ClC=1C=NC(=NC1)[C@H]([C@H](C)S(=O)(=O)NC1=NN=C(N1C1=C(C=CC=C1OC)OC)C=1C=NC=CC1)OCC (1r,2s)-1-(5-chloro-2-pyrimidinyl)-N-(4-(2,6-dimethoxyphenyl)-5-(3-pyridinyl)-4H-1,2,4-triazol-3-yl)-1-ethoxy-2-propanesulfonamide